CN1N=C2C(C(N(C=3C(=CC=CC23)[N+](=O)[O-])C)([2H])[2H])=C1 2,5-dimethyl-6-nitro-4,5-dihydro-2H-pyrazolo[4,3-c]Quinoline-4,4-d2